Cl.NC=1C=C(C=C(C1)C(F)(F)F)[C@@H](C)NC=1C2=C(N=C(N1)C)CNC2 N-[(1R)-1-[3-amino-5-(trifluoromethyl)phenyl]ethyl]-2-methyl-5H,6H,7H-pyrrolo[3,4-d]pyrimidin-4-amine HCl salt